C1(CCCC1)O[C@@H](CC=1SC=2C(N1)=C(C=C(C2)OCC)C(=O)O)[C@@H](C2=CC(=C(C=C2)C)OC)O 2-((2S,3R)-2-(cyclopentyloxy)-3-hydroxy-3-(3-methoxy-4-methylphenyl)propyl)-6-ethoxybenzo[d]thiazole-4-carboxylic acid